(2S,4R)-4-(2-((4-chlorophenyl)amino)-2-oxoethyl)-1-(2-methylbenzofuro[3,2-d]pyrimidin-4-yl)pyrrolidine-2-carboxylic acid ClC1=CC=C(C=C1)NC(C[C@H]1C[C@H](N(C1)C=1C2=C(N=C(N1)C)C1=C(O2)C=CC=C1)C(=O)O)=O